ClC=1C(=C(C=CC1)C(C)(C#N)C1=C(C=NC(=C1F)SC)C(=O)OCC)F ethyl 4-[1-(3-chloro-2-fluorophenyl)-1-cyanoethyl]-5-fluoro-6-(methylsulfanyl)pyridine-3-carboxylate